C(#N)C1=C(OC=2C=C3C(N(C=NC3=CC2)CC2(CCN(CC2)C(=O)OC(C)(C)C)F)=O)C(=CC=C1NS(N(C)CC)(=O)=O)F tertbutyl 4-[[6-[2-cyano-3-[[ethyl(methyl)sulfamoyl]amino]-6-fluoro-phenoxy]-4-oxo-quinazolin-3-yl]methyl]-4-fluoro-piperidine-1-carboxylate